4-chloro-2-[1-[cyclopropyl-(3-cyclopropyl-1,2,4-oxadiazol-5-yl)methyl]-4-piperidyl]-5-[[(3S)-fluorotetrahydropyran-3-yl]methylamino]pyridazin-3-one ClC=1C(N(N=CC1NC[C@H]1C(OCCC1)F)C1CCN(CC1)C(C1=NC(=NO1)C1CC1)C1CC1)=O